C1(CC1)C1=NN(C2=NC(=CC=C21)OC)[C@@H]2C[C@H](C2)CNC=2C=C1C(N(C(C1=CC2)=O)C2C(NC(CC2)=O)=O)=O 5-(((trans-3-(3-cyclopropyl-6-methoxy-1H-pyrazolo[3,4-b]pyridin-1-yl)cyclobutyl)methyl)amino)-2-(2,6-dioxopiperidin-3-yl)isoindoline-1,3-dione